2-((3S,4'R)-5-fluoro-1-methyl-2-oxo-4'-phenylspiro[indoline-3,2'-[1,3]dioxolan]-4'-yl)acrylate FC=1C=C2C(=CC1)N(C([C@]21OC[C@@](O1)(C1=CC=CC=C1)C(C(=O)[O-])=C)=O)C